FC1CC(N(C1)C(CC1=CN=NN1)=O)C(=O)NC(C1=CC(=C(C=C1)C(C)C)C(F)(F)F)C1=CC=CC=C1 4-fluoro-N-{phenyl[4-(propan-2-yl)-3-(trifluoromethyl)phenyl]methyl}-1-[2-(1H-1,2,3-triazol-5-yl)acetyl]pyrrolidine-2-carboxamide